(2R,3R)-2-(((benzyloxy)carbonyl)amino)-3-methylpentanoic acid C(C1=CC=CC=C1)OC(=O)N[C@@H](C(=O)O)[C@@H](CC)C